[N+](=O)([O-])C=1C=C(C(=CC1[N+](=O)[O-])C)C 4,5-dinitroo-xylene